(E)-6-(5-cyanopyridin-2-yl)-N'-(6,7-dihydroquinolin-8(5H)-ylidene)-2,6-diazaspiro[3.3]heptane-2-thiohydrazide C(#N)C=1C=CC(=NC1)N1CC2(CN(C2)C(N/N=C/2\CCCC=3C=CC=NC23)=S)C1